3-(((1S)-1-(2-(3-azabicyclo[3.1.0]hexan-3-yl)-3,6-dimethyl-4-oxo-3,4-dihydroquinazolin-8-yl)ethyl)amino)-6-bromopicolinic acid C12CN(CC2C1)C1=NC2=C(C=C(C=C2C(N1C)=O)C)[C@H](C)NC=1C(=NC(=CC1)Br)C(=O)O